C[C@@H]1CN(CCN1)C=1SC2=C(N1)SC(=C2)C(=O)N 2-[(3R)-3-methylpiperazin-1-yl]thieno[2,3-d]thiazole-5-carboxamide